silicon-germanium tin [Sn].[Ge].[Si]